N-((1r,4r)-4-(3-chloro-4-cyanophenoxy)cyclohexyl)-6-(4-((3-(2,4-dioxotetrahydropyrimidin-1(2H)-yl)pyridin-4-yl)methyl)piperazin-1-yl)pyridazine-3-carboxamide ClC=1C=C(OC2CCC(CC2)NC(=O)C=2N=NC(=CC2)N2CCN(CC2)CC2=C(C=NC=C2)N2C(NC(CC2)=O)=O)C=CC1C#N